C(C)(C)(C)OC(=O)NC1CCC12CN(CC2)C(=O)OCC2=CC=CC=C2 benzyl 1-((t-butoxycarbonyl) amino)-6-azaspiro[3.4]Octane-6-carboxylate